N-(1-cyclopropyl-2,2,2-trifluoroethyl)-2-(3-iso-propyl-2-oxotetrahydropyrimidin-1(2H)-yl)-4-methylimidazo[1,5-a]pyrimidine-8-carboxamide C1(CC1)C(C(F)(F)F)NC(=O)C=1N=CN2C1N=C(C=C2C)N2C(N(CCC2)C(C)C)=O